(3S,4R)-3,4,5-trihydroxypentanone Glutamate N[C@@H](CCC(=O)O)C(=O)O.O[C@H](C(C)=O)[C@@H](CO)O